N-methyl-N-((oxetan-3-ylmethyl)sulfonyl)-4-(5-(trifluoromethyl)-1,2,4-oxadiazol-3-yl)benzamide CN(C(C1=CC=C(C=C1)C1=NOC(=N1)C(F)(F)F)=O)S(=O)(=O)CC1COC1